ethyl 5-{4-[2-(2-ethoxyethoxy)ethoxy]phenyl}-2-[(methanesulfonyl)oxy]pentanoate ethyl-5-{4-[2-(2-ethoxyethoxy)ethoxy]phenyl}-2-hydroxypentanoate C(C)OC(C(CCCC1=CC=C(C=C1)OCCOCCOCC)O)=O.C(C)OCCOCCOC1=CC=C(C=C1)CCCC(C(=O)OCC)OS(=O)(=O)C